FC(C1=C(C=C2CCCN(C2=C1)C=1N=C(C=C2C=CC=NC12)C(=O)OCC)C=1CCN(CC1)S(=O)(=O)C)F ethyl 8-[7-difluoromethyl-6-(1-methanesulfonyl-1,2,3,6-tetrahydropyridin-4-yl)-3,4-dihydro-2H-quinolin-1-yl]-[1,7]naphthyridine-6-carboxylate